4-(2,3-dimethylphenyl)-1-methyl-pyrrole-3-nitrile CC1=C(C=CC=C1C)C=1C(=CN(C1)C)C#N